ClC1=C2C(=C(N=C1Cl)C=1C=NC=NC1)C=1CN(CCC1N2)C(CO)=O 1-(6,7-dichloro-9-(pyrimidin-5-yl)-1,3,4,5-tetrahydro-2H-pyrrolo[3,2-c:4,5-c']dipyridin-2-yl)-2-hydroxyethan-1-one